(6-(2-methoxyphenyl)-5,6,7,8-tetrahydro-2,6-naphthyridin-3-yl)methylamine hydrochloride Cl.COC1=C(C=CC=C1)N1CC=2C=C(N=CC2CC1)CN